5-chloro-N2-(4-(piperidin-1-yl)phenyl)-N4-(o-tolyl)pyrimidine-2,4-diamine ClC=1C(=NC(=NC1)NC1=CC=C(C=C1)N1CCCCC1)NC1=C(C=CC=C1)C